N[C@@H]1C2=CC=CC=C2CC12CCN(CC2)C=2C(NC(=CN2)SC2=C(C(=CC=C2)Cl)Cl)=O (S)-3-(1-Amino-1,3-dihydrospiro[inden-2,4'-piperidin]-1'-yl)-6-((2,3-dichlorophenyl)thio)pyrazin-2(1H)-on